(1R,3S)-3-(3-{[(5-meth-oxypyridin-2-yl)acetyl]-amino}-1H-pyrazol-5-yl)-cyclopentyl propyl-carbamate C(CC)NC(O[C@H]1C[C@H](CC1)C1=CC(=NN1)NC(CC1=NC=C(C=C1)OC)=O)=O